(R)-7-(sec-butoxy)-N-(1-cyclopropyl-2-oxo-1,2-dihydropyridin-3-yl)-2-(1-(fluoromethyl)-2-oxabicyclo[2.1.1]hexan-4-yl)imidazo[1,2-a]pyrimidine-6-carboxamide [C@@H](C)(CC)OC1=NC=2N(C=C1C(=O)NC=1C(N(C=CC1)C1CC1)=O)C=C(N2)C21COC(C2)(C1)CF